tert-butyl (3S)-3-(4-(7-(2,4-difluoro-6-isopropoxyphenyl)-4-(((trifluoromethyl) sulfonyl)oxy)thieno[3,2-c]pyridin-6-yl)-1H-pyrazol-1-yl)pyrrolidine-1-carboxylate FC1=C(C(=CC(=C1)F)OC(C)C)C=1C2=C(C(=NC1C=1C=NN(C1)[C@@H]1CN(CC1)C(=O)OC(C)(C)C)OS(=O)(=O)C(F)(F)F)C=CS2